(+)-2-(2-ethoxy-3-pyridyl)-N-[(2-methoxy-4-pyridyl)methyl]-7-methyl-5-[1-methylpropyl]imidazo[1,5-b]pyridazin-4-amine C(C)OC1=NC=CC=C1C=1C=C(C=2N(N1)C(=NC2C(CC)C)C)NCC2=CC(=NC=C2)OC